C(C)OC(C[C@@H](C=1C=C(C(=CC1)OC(F)(F)F)C1=CC(=CC=C1)OC)NC(=O)NC=1C(N(C=CC1O)C)=O)=O (S)-3-(3-(4-hydroxy-1-methyl-2-oxo-1,2-dihydropyridin-3-yl)ureido)-3-(3'-methoxy-6-(trifluoromethoxy)biphenyl-3-yl)propanoic acid ethyl ester